C1=CC=CC=2C3=CC=CC=C3C(C12)CN(C([O-])=O)C(C(=O)N(CC(CC)C)CC(OCC)OCC)CC(C)C.C1(=CC=CC=C1)[W+](OC1=CC=CC=C1)(C1=CC=CC=C1)(C1=CC=CC=C1)C1=CC=CC=C1 TETRAPHENYLPHENOXYTUNGSTEN (9H-fluoren-9-yl)methyl-(1-((2,2-diethoxyethyl)(2-methylbutyl)amino)-4-methyl-1-oxopentan-2-yl)carbamate